methyl 2-(tert-butylamino)-6-chloronicotinate C(C)(C)(C)NC1=C(C(=O)OC)C=CC(=N1)Cl